Cl.FC([C@@H]1CNCCO1)(F)F (S)-2-(trifluoromethyl)-morpholine hydrochloride